(R)-5-(5-(1-(3,5-dichloropyridin-4-yl)ethoxy)-1H-indazol-3-yl)-2-(3-(difluoromethyl)azetidin-1-yl)nicotinonitrile ClC=1C=NC=C(C1[C@@H](C)OC=1C=C2C(=NNC2=CC1)C=1C=NC(=C(C#N)C1)N1CC(C1)C(F)F)Cl